O[C@]1([C@H](CCC1)C=1N=CC2=C(N1)NC(C=C2)=O)C ((1R,2R)-2-hydroxy-2-methylcyclopentyl)pyrido[2,3-d]Pyrimidin-7(8H)-one